OC(C(=O)OC)(CC(C(CCCC(N1CCN(CC1)C1=NC=C(C=N1)C(F)(F)F)=O)C)=O)C(F)(F)F methyl 2-hydroxy-5-methyl-4,9-dioxo-2-(trifluoromethyl)-9-[4-[5-(trifluoromethyl)pyrimidin-2-yl]piperazin-1-yl]nonanoate